cis-2-(L-Alanyl)-7-methyl-N-(3,4,5-trifluorophenyl)-2,3,3a,4,10,10a-hexahydro-1H,7H-dipyrrolo[3,4-b:3',4'-f][1,4,5]oxathiazocin-8-carboxamid-5,5-dioxid N[C@@H](C)C(=O)N1C[C@H]2NS(C=3C(OC[C@H]2C1)=C(N(C3)C)C(=O)NC3=CC(=C(C(=C3)F)F)F)(=O)=O